N1C=C(C2=CC=CC=C12)C[C@@H](C(=O)O)NC (S)-3-(1H-indol-3-yl)-2-(methylamino)propanoic acid